N-(1-(2,6-dichloro-3-fluorophenyl)ethyl)-2-(2,4-dioxo-1,4-dihydroquinazolin-3(2H)-yl)acetamide ClC1=C(C(=CC=C1F)Cl)C(C)NC(CN1C(NC2=CC=CC=C2C1=O)=O)=O